BrC=1C=C(C=CC1)[C@@H](C)NC1=NC(=NC2=CC(=C(C=C12)OC)OCCCCCCC(=O)N(C)OC)C (R)-7-((4-((1-(3-bromophenyl)ethyl)amino)-6-methoxy-2-methylquinazolin-7-yl)oxy)-N-methoxy-N-methylheptanamide